(1R,2S,3R,5R)-3-[5-(4-benzyl-1,3-thiazol-2-yl)pyrrolo[2,3-d]pyrimidin-7-yl]-5-[({3-[(2-phenylethyl)amino]propyl}amino)methyl]cyclopentane-1,2-diol C(C1=CC=CC=C1)C=1N=C(SC1)C1=CN(C=2N=CN=CC21)[C@H]2[C@@H]([C@@H]([C@H](C2)CNCCCNCCC2=CC=CC=C2)O)O